C(C)(C)P(C(C)C)=O diisopropylphosphine oxide